3-((3-((3,4-dihydroxy-5-((3,4,5-trihydroxybenzoyl) oxy) benzoyl) oxy)-4,5-dihydroxybenzoyl formyl) oxy)-4,5-dihydroxybenzoate OC=1C=C(C(=O)OC=2C=C(C(=O)C(=O)OC=3C=C(C(=O)[O-])C=C(C3O)O)C=C(C2O)O)C=C(C1O)OC(C1=CC(=C(C(=C1)O)O)O)=O